CN(C)CC1CN(CCC1(O)C1=C(C(=O)N)C=CC=C1)CCC1=CC=C(C=C1)O (3-((dimethylamino)methyl)-4-hydroxy-1-(4-hydroxyphenethyl)-piperidin-4-yl)benzamide